CC1=NC=CC(=C1)C1=CC=C(C=C1)C1=CC=C(C=C1)OC1=C(N=NN1)C(=O)O 5-((4'-(2-methylpyridin-4-yl)-[1,1'-biphenyl]-4-yl)oxy)-1H-1,2,3-triazole-4-carboxylic Acid